(bromomethyl)-3,6-dimethylquinoxalin-2(1H)-one BrCN1C(C(=NC2=CC(=CC=C12)C)C)=O